ClC1=C(C=C(C=C1)OC)C1=CC(=C(C=C1)C(=O)OC)NC(=S)OC1=CC=CC=C1 methyl 2'-chloro-5'-methoxy-3-((phenoxycarbonothioyl)amino)-[1,1'-biphenyl]-4-carboxylate